CC1=C(C(CC=C1)(C)C)/C=C/C(=C/C=C/C(=C/C=O)/C)/C all-trans-3,4-dehydroretinal